2-{4-(naphthalen-1-yl)phenyl}-4-{4-(phenanthren-9-yl)phenyl}-6-{4-(pyridin-3-yl)phenyl}pyrimidine C1(=CC=CC2=CC=CC=C12)C1=CC=C(C=C1)C1=NC(=CC(=N1)C1=CC=C(C=C1)C=1C2=CC=CC=C2C=2C=CC=CC2C1)C1=CC=C(C=C1)C=1C=NC=CC1